[As]([O-])([O-])[O-].[K+].[K+].[K+] potassium arsenite